BrC=1C=C(N(CC2=CC=C(C=C2)OC)CC2=CC=C(C=C2)OC)C=C(C1I)C 3-bromo-4-iodo-N,N-bis(4-methoxybenzyl)-5-methylaniline